BrC=1C=C(C2=C(N(C(=N2)CNC(OC(C)(C)C)=O)C(C)C)C1)F Tert-Butyl {[6-bromo-4-fluoro-1-(propan-2-yl)-1H-benzimidazol-2-yl]methyl}carbamate